4-(4-bromophenyl)-6-(4-(tert-pentyl)phenyl)-2,2'-bipyridine BrC1=CC=C(C=C1)C1=CC(=NC(=C1)C1=CC=C(C=C1)C(C)(C)CC)C1=NC=CC=C1